4-([2,4-difluoro-3-[1-(1H-imidazol-2-yl)imidazo[1,5-a]pyridin-6-yl]phenyl]sulfamoyl)-6-fluoro-2,3-dihydro-1H-inden-1-yl acetate C(C)(=O)OC1CCC2=C(C=C(C=C12)F)S(NC1=C(C(=C(C=C1)F)C=1C=CC=2N(C1)C=NC2C=2NC=CN2)F)(=O)=O